3,5-dichloro-4-fluorobenzoic acid ClC=1C=C(C(=O)O)C=C(C1F)Cl